1-(2-(2-fluoronaphthalen-1-yl)ethyl)azetidine fumarate C(\C=C\C(=O)O)(=O)O.FC1=C(C2=CC=CC=C2C=C1)CCN1CCC1